(3,5-di-tert-butyl-4-hydroxy-phenyl)propionic acid isooctyl ester C(CCCCC(C)C)OC(C(C)C1=CC(=C(C(=C1)C(C)(C)C)O)C(C)(C)C)=O